CN(C)[C+](N1N=[N+](C2=C1C=CC=C2)[O-])N(C)C 3-[bis(dimethylamino)methyliumyl]-3H-benzotriazole-1-oxide